FC(S(=O)(=O)OC1=CC2=C(C(=CCCC2)C2=CC=C(C=C2)O[C@@H]2CN(CC2)CCCF)C=C1)(F)F (S)-9-(4-((1-(3-fluoropropyl)pyrrolidin-3-yl)oxy)phenyl)-6,7-dihydro-5H-benzo[7]annulen-3-yl trifluoromethanesulfonate